6-Chloro-3,4-dihydropyridin-1(2H)-carbonylchlorid ClC1=CCCCN1C(=O)Cl